CC1=C(C(=O)OC(C2=C(C=C(C=C2C)C)C)=O)C(=CC(=C1)C)C 2,4,6-trimethylbenzoic anhydride